2-ethyl-4,5-dimethyl-4,5-dihydro-2H-[1,2,3]triazolo[4,5-c]quinolin-6-amine C(C)N1N=C2C(C(N(C3=C(C=CC=C23)N)C)C)=N1